3-carbomethoxybenzenesulfonic acid tetraphenylphosphonium salt C1(=CC=CC=C1)[P+](C1=CC=CC=C1)(C1=CC=CC=C1)C1=CC=CC=C1.C(=O)(OC)C=1C=C(C=CC1)S(=O)(=O)[O-]